N1=CC(=C2N1C=CC=C2)C#N Pyrazolo[1,5-a]pyridine-3-nitrile